tert-butyl (4-((2-cyanopyridin-4-yl)amino)bicyclo[2.2.1]heptan-1-yl)carbamate C(#N)C1=NC=CC(=C1)NC12CCC(CC1)(C2)NC(OC(C)(C)C)=O